6-(2,4-Difluoro-3-methyl-phenyl)-1-[(4-methyl-3-pyridyl)methyl]pyrazolo[4,3-b]pyridine FC1=C(C=CC(=C1C)F)C=1C=C2C(=NC1)C=NN2CC=2C=NC=CC2C